(S,E)-(7-(3-chloro-2-methylphenyl)benzo[d][1,3]dioxol-4-yl)(2-(hydroxymethyl)-4-(methoxyimino)pyrrolidin-1-yl)methanone ClC=1C(=C(C=CC1)C1=CC=C(C2=C1OCO2)C(=O)N2[C@@H](C\C(\C2)=N/OC)CO)C